5-(aminomethyl)-N-(1-(4-methoxy-3-(1-methyl-1H-pyrazol-4-yl)naphthalen-1-yl)ethyl)-2-methylbenzamide NCC=1C=CC(=C(C(=O)NC(C)C2=CC(=C(C3=CC=CC=C23)OC)C=2C=NN(C2)C)C1)C